CC1=NC(=C(C=C1C(=O)OCC)C(=O)OCC)C diethyl 2,6-dimethylpyridine-3,5-dicarboxylate